FC1(CC(C1)C1=C(C=C(N)C=C1)F)F 4-(3,3-Difluorocyclobutyl)-3-fluoroaniline